Cl.N1(CCOCC1)S(=O)(=O)NC1=CC2=C(N=C(S2)NC(=O)C=2OC=CC2)C=C1 N-(6-(morpholine-4-sulfonylamino)benzo[d]thiazol-2-yl)furan-2-carboxamide hydrochloride